1-(2,4-difluoro-3-(3-(pyridin-3-yl)quinoxaline-6-carbonyl)phenyl)-3-(3-fluorophenyl)urea FC1=C(C=CC(=C1C(=O)C=1C=C2N=C(C=NC2=CC1)C=1C=NC=CC1)F)NC(=O)NC1=CC(=CC=C1)F